C=C1CN(C(C2=CC=C(C=C12)N1CCNCC1)=O)C1C(NC(CC1)=O)=O 3-[4-methylene-1-oxo-6-(piperazin-1-yl)-1,2,3,4-tetrahydroisoquinolin-2-yl]piperidine-2,6-dione